2-[4-(dimethylamino)phenyl]-9-fluoro-7-[(3R)-3-methylpiperazin-1-yl]-4H-pyrido[1,2-a]pyrimidin-4-one CN(C1=CC=C(C=C1)C=1N=C2N(C(C1)=O)C=C(C=C2F)N2C[C@H](NCC2)C)C